ClC1=NN(C=C1C=1C=C2C(=NC1)N(C=C2C2=CC(=CC=C2)C(F)F)S(=O)(=O)C2=CC=C(C)C=C2)C2CCN(CC2)C 5-(3-chloro-1-(1-methylpiperidin-4-yl)-1H-pyrazol-4-yl)-3-(3-(difluoromethyl)phenyl)-1-tosyl-1H-pyrrolo[2,3-b]pyridine